4,7-diphenyl-1,10-phenanthrolinate C1(=CC=CC=C1)C1=CC(=NC2=C3N=CC=C(C3=CC=C12)C1=CC=CC=C1)C(=O)[O-]